propyl-dimethylbenzyl-ammonium chloride [Cl-].C(CC)[N+](CC1=CC=CC=C1)(C)C